2-(1H-pyrazol-3-yl)quinoline N1N=C(C=C1)C1=NC2=CC=CC=C2C=C1